FC1=C(N(N=C1C1=CN=NC=C1)COCC[Si](C)(C)C)C(=O)O 4-fluoro-5-pyridazin-4-yl-2-(2-trimethylsilylethoxymethyl)pyrazole-3-carboxylic acid